2-((1e,3e)-4-(6-(methylamino)pyridin-3-yl)butan-1,3-dienyl)benzo[d]thiazol-6-ol CNC1=CC=C(C=N1)/C=C/C=C/C=1SC2=C(N1)C=CC(=C2)O